BrC=1C=C(C=CC1)C(=O)C1=CC=CC=C1 (3-bromophenyl)(phenyl)methanone